S-trityl-L-cysteine methyl ester COC([C@@H](N)CSC(C1=CC=CC=C1)(C1=CC=CC=C1)C1=CC=CC=C1)=O